N-(4-((2,3-dihydro-1H-pyrrolo[2,3-b]pyridin-4-yl)oxy)-3-fluorophenyl)-3-(4-fluorophenyl)-1-isopropyl-2,4-dioxo-1,2,3,4-tetrahydropyrimidine-5-carboxamide N1CCC=2C1=NC=CC2OC2=C(C=C(C=C2)NC(=O)C=2C(N(C(N(C2)C(C)C)=O)C2=CC=C(C=C2)F)=O)F